O=C1N(C(CC1)=O)OC(COCCOCCNC(COCCOCCNC(=O)C=1C=NC(=NC1)NS(=O)(=O)C1=CC=C(OCCCCCCCCCCCCCCCC(=O)[O-])C=C1)=O)=O 16-[4-[[5-[2-[2-[2-[2-[2-[2-(2,5-dioxopyrrolidin-1-yl) oxy-2-oxo-ethoxy] ethoxy]ethylamino]-2-oxo-ethoxy]ethoxy]ethylcarbamoyl]pyrimidin-2-yl]sulfamoyl]phenoxy]-hexadecanoate